O1COC2C1C=CC2 3a,6a-dihydro-4H-cyclopenta[d][1,3]dioxol